NC=1C=CC2=C(C3=CC=CC=C3N=C2C1)NC1=CC=C(C=C1)NS(=O)(=O)C N-[4-[(3-aminoacridin-9-yl)amino]phenyl]methanesulfonamide